1-(2-oxo-2-(7-(4-(trifluoromethyl)phenoxy)-3,4-dihydroisoquinolin-2(1H)-yl)-ethyl)guanidine O=C(CNC(=N)N)N1CC2=CC(=CC=C2CC1)OC1=CC=C(C=C1)C(F)(F)F